NC1=C(C(=NC(=C1)C1=NC(=NO1)C)C1=CC=C(C=C1)S(=O)(=O)C)C#N amino-3-cyano-2-(4-methylsulfonylphenyl)-6-(3-methyl-[1,2,4]oxadiazol-5-yl)-pyridine